((2S)-3-cyclopentyl-1-(((2S)-4-(ethylamino)-3-hydroxy-4-oxo-1-((S)-2-oxopyrrolidin-3-yl)butan-2-yl)amino)-1-oxopropan-2-yl)carbamic acid C1(CCCC1)C[C@@H](C(=O)N[C@@H](C[C@H]1C(NCC1)=O)C(C(=O)NCC)O)NC(O)=O